N1C=C(C2=CC=CC=C12)NC(=O)C1=CC2=C(SCC(N2CC=2SC=CC2)=O)S1 N-(1H-indol-3-yl)-2-oxo-1-(thiophen-2-ylmethyl)-2,3-dihydro-1H-thieno[2,3-b][1,4]thiazine-6-carboxamide